NC1=CC(=C(C=C1F)C(C(=O)NCC(F)(F)F)C)C=C 2-(4-amino-5-fluoro-2-vinylphenyl)-N-(2,2,2-trifluoroethyl)propanamide